t-butyl (5-(2-(t-butyl)thiazole-4-carboxamido)-2-chloropyridin-3-yl)carbamate C(C)(C)(C)C=1SC=C(N1)C(=O)NC=1C=C(C(=NC1)Cl)NC(OC(C)(C)C)=O